2-(trimethylsilyl)ethyl (6-hydroxyhexyl)carbamate OCCCCCCNC(OCC[Si](C)(C)C)=O